(S)-N-(1-(4-((3-fluoro-4-(1-hydroxy-3-(5-hydroxy-6-oxo-1,6-dihydropyrimidin-4-yl)propan-2-yl)phenyl)ethynyl)benzyl)piperidin-4-yl)-2-hydroxyacetamide FC=1C=C(C=CC1[C@@H](CO)CC=1N=CNC(C1O)=O)C#CC1=CC=C(CN2CCC(CC2)NC(CO)=O)C=C1